ClC(Cl)S(=O)(=O)C1CCC1 Dichloromethyl-cyclobutylsulfone